Cl.NC([C@H](C[C@H]1C(NCC1)=O)NC(=O)[C@@H]1[C@H]2C([C@H]2CN1C([C@@H](N)CN1N=CC=C1)=O)(C)C)=O (1R,2S,5S)-N-{(2S)-1-amino-1-oxo-3-[(3S)-2-oxopyrrolidin-3-yl]propan-2-yl}-6,6-dimethyl-3-[3-(1H-pyrazol-1-yl)-L-alanyl]-3-azabicyclo[3.1.0]hexane-2-carboxamide, Hydrochloride Salt